2,3,4,5,6-pentafluorobenzenepentadecanamine FC1=C(C(=C(C(=C1F)F)F)F)CCCCCCCCCCCCCCCN